OC1(CC(C1)C1=NN=C(S1)C=1C(=CC(=NC1)C1=CC=C2N1N=CC(=C2)C#N)NC2COC2)C 7-(5-(5-((1s,3s)-3-hydroxy-3-methylcyclobutyl)-1,3,4-thiadiazol-2-yl)-4-(oxetan-3-ylamino)pyridin-2-yl)pyrrolo[1,2-b]pyridazine-3-carbonitrile